5-((tert-butoxycarbonyl)amino)-4-fluoropyrazolo[1,5-a]pyridine-3-carboxylic acid C(C)(C)(C)OC(=O)NC1=C(C=2N(C=C1)N=CC2C(=O)O)F